bromo-furan BrC=1OC=CC1